C(C)(=O)N[C@@H](C(=O)O)[C@H](C)OC(C(CC(=O)OC1CCCCCCC1)=C)=O (2R,3S)-2-acetamido-3-((4-(cyclooctyloxy)-2-methylene-4-oxobutanoyl)oxy)butanoic acid